11-Cis-octadecenoic acid CCCCCCC=CCCCCCCCCCC(=O)O